ClC1=NC=C2C(=N1)N(N=C2)CC2(CC2)F 6-chloro-1-((1-fluorocyclopropyl)methyl)-1H-pyrazolo[3,4-d]pyrimidine